C(C)(C)[C@H]1CC[C@H](CC1)N1CCC2(CC1)C(N(CC1=CC=CC=C12)CCNC(=O)N)=O 1-(2-(1'-(cis-4-isopropyl-cyclohexyl)-3-oxo-1H-spiro[isoquinoline-4,4'-piperidin]-2(3H)-yl)ethyl)urea